Cis-2-(5-(2,5-dichloropyrimidin-4-yl)-3a,6a-dimethyl-1-oxohexahydropyrrolo[3,4-c]pyrrol-2(1H)-yl)acetamide ClC1=NC=C(C(=N1)N1C[C@@]2([C@](C1)(CN(C2=O)CC(=O)N)C)C)Cl